NC1=C(SC2=NC(=CN=C21)C)C(=O)NC2CC=1C=C(C(=NC1CC2)N2CC(C(C2)C(COC)(F)F)N)F 7-amino-N-{2-[3-amino-4-(1,1-difluoro-2-methoxyethyl)pyrrolidin-1-yl]-3-fluoro-5,6,7,8-tetrahydroquinolin-6-yl}-3-methylthieno[2,3-b]pyrazine-6-carboxamide